C[Si]1(CCC(CC1)NC(=O)C=1NC2=CC(=CC(=C2C1)F)C)C N-(1,1-dimethylsilinan-4-yl)-4-fluoro-6-methyl-1H-indole-2-carboxamide